N1=C(C=CC=C1)N1C(SCC1=O)=S 3-(2-pyridyl)rhodanine